N-(1-cyanocyclopropyl)-8-(4-isopropylpiperazin-1-yl)-2-methyl-4-(5-methyl-1,3,4-oxadiazol-2-yl)quinazoline-6-sulfonamide C(#N)C1(CC1)NS(=O)(=O)C=1C=C2C(=NC(=NC2=C(C1)N1CCN(CC1)C(C)C)C)C=1OC(=NN1)C